Tert-butyl (4-bromobutyl)(3-chloro-4-(trifluoromethoxy)benzyl)carbamate BrCCCCN(C(OC(C)(C)C)=O)CC1=CC(=C(C=C1)OC(F)(F)F)Cl